FC1(CCN(CC1)C1=NC=2C(=CC(=CC2C=2N1C(=CN2)C)C)[C@@H](C)N[S@](=O)C(C)(C)C)F (R)-N-((R)-1-(5-(4,4-difluoropiperidin-1-yl)-3,9-dimethylimidazo[1,2-c]quinazolin-7-yl)ethyl)-2-methylpropane-2-sulfinamide